O[C@@H]1[C@](COC1)(C)N1CCC(CC1)C=1C=C2C=C(N=CC2=CC1C)NC(=O)[C@@H]1CC(OCC1)(C)C (S)-N-(6-(1-((3R,4R)-4-hydroxy-3-methyltetrahydrofuran-3-yl)piperidin-4-yl)-7-methylisoquinolin-3-yl)-2,2-dimethyltetrahydro-2H-pyran-4-carboxamide